C(C)C(CC(=O)C=1C(=NC(=C(C1C)F)Cl)Cl)[O-] ethyl-3-(2,6-dichloro-5-fluoro-4-methylpyridin-3-yl)-3-oxopropanolate